N1(C=NC=C1)C1=CC=C(C=C1)C=1N(C(=CC1)CCC(N1C(SCC1)=O)=O)C1=C(C=C(C(=O)N)C=C1)C 4-(2-(4-(1H-imidazol-1-yl)phenyl)-5-(3-oxo-3-(2-oxothiazolidin-3-yl)propyl)-1H-pyrrol-1-yl)-3-methylbenzamide